C(#N)[C@]1(CN(CC1)C(=O)NC=1SC(=C(N1)C1=CC(=CC=C1)C#N)C1=CC(=NC(=C1)C)C)C (3R)-3-cyano-N-[4-(3-cyanophenyl)-5-(2,6-dimethyl-4-pyridinyl)thiazol-2-yl]-3-methyl-pyrrolidine-1-carboxamide